(1r,4r)-4-(3-Chloroanilino)-2'-[3-(4-oxopyridin-1(4H)-yl)propyl]-2',3'-dihydrospiro[cyclohexane-1,1'-indene]-4-carboxylic acid ClC=1C=C(NC2(CCC3(C(CC4=CC=CC=C34)CCCN3C=CC(C=C3)=O)CC2)C(=O)O)C=CC1